C(C)(C)(C)OC(=O)N([C@@H]1CC[C@@H](N(C1)C(=O)OCC1=CC=CC=C1)C)CC1CCC1 benzyl (2S,5R)-5-[tert-butoxycarbonyl(cyclobutylmethyl)amino]-2-methyl-piperidine-1-carboxylate